C(C=C)(=O)O.C(C=C)(=O)O.CC(C)O.CC(C)O di-2-propanol diacrylate